3-(5-(4-((8-azaspiro[4.5]decan-8-yl)methyl)-3-fluoropyridin-2-yl)-1-oxoisoindolin-2-yl)piperidine-2,6-dione C1CCCC12CCN(CC2)CC2=C(C(=NC=C2)C=2C=C1CN(C(C1=CC2)=O)C2C(NC(CC2)=O)=O)F